7-[6-[1-(azetidin-3-yl)pyrazol-4-yl]-7-(2-methoxy-3-pyridyl)thieno[3,2-c]pyridin-4-yl]-2,4-dihydro-1H-isoquinolin-3-one N1CC(C1)N1N=CC(=C1)C1=C(C2=C(C(=N1)C1=CC=C3CC(NCC3=C1)=O)C=CS2)C=2C(=NC=CC2)OC